ClC=1N=C(SC1)C=1N=NN(C1)[C@@H]1[C@H]([C@@H](SC=2C(=NC=C(C2)Br)C#N)O[C@@H]([C@@H]1O)CO)OC 5-bromo-2-cyano-pyridin-3-yl 3-deoxy-3-[4-(4-chloro-thiazol-2-yl)-1H-1,2,3-triazol-1-yl]-2-O-methyl-1-thio-alpha-D-galactopyranoside